6-phenylpyridine-3,5-dicarbonitrile C1(=CC=CC=C1)C1=C(C=C(C=N1)C#N)C#N